FC1=CC=C(OC2=CC3=C(NC(=N3)NC(OC)=O)C=C2)C=C1 Methyl 5-(4-fluorophenoxy)-1H-benzo[d]imidazol-2-ylcarbamate